C(C#CC)(=O)N1CCC2(C3=C(C(NC2)=O)C(=C(N3)C3=C(C=NC=C3)F)NC3=C(C(=CC=C3)Cl)OC)CC1 1-(but-2-ynoyl)-3'-[(3-chloro-2-methoxyphenyl)amino]-2'-(3-fluoropyridin-4-yl)-5',6'-dihydro-1'H-spiro[piperidine-4,7'-pyrrolo[3,2-c]pyridin]-4'-one